CC1(NC(CC(C1)=NO)(C)C)C 2,2,6,6-tetramethyl-4-piperidone oxime